(S)-N-(2-cyclopropyl-5-(3-methoxypyrrolidin-1-yl)pyridin-3-yl)-6-(1-(2,2,2-trifluoroethyl)-1H-pyrazol-4-yl)picolinamide C1(CC1)C1=NC=C(C=C1NC(C1=NC(=CC=C1)C=1C=NN(C1)CC(F)(F)F)=O)N1C[C@H](CC1)OC